2-(2-methoxyethyl)-1-[(1-methylhexahydropyridin-4-yl)methyl]thieno[3,2-b]imidazo[4,5-d]pyridine-4-amine COCCC1=NC=2C(=C3C(=NC2N)C=CS3)N1CC1CCN(CC1)C